FC(CN(CCC(C(=O)O)NC(N(C)CC(C)C)=O)CCCCC1=NC=2NCCCC2C=C1)COC 4-[[2-fluoro-3-methoxy-propyl]-[4-(5,6,7,8-tetrahydro-1,8-naphthyridin-2-yl)butyl]amino]-2-[[isobutyl(methyl)carbamoyl]amino]butanoic acid